C12(CC3CC(CC(C1)C3)C2)C2=CC(=C(C=C2)NC2=CC=3C(CCC(C3C=C2)(C)C)(C)C)C N-(4-(adamantan-1-yl)-2-methylphenyl)-5,5,8,8-tetramethyl-5,6,7,8-tetrahydronaphthalen-2-amine